C(C)(C)(C)OC(=O)N1C2CC(C(C1)CC2)(C=2C=CC(=NC2)Cl)O 5-hydroxy-5-(2-chloro-5-pyridyl)-2-azabicyclo[2.2.2]Octane-2-carboxylic acid tert-butyl ester